2-chloro-N5-methyl-N4-(tetrahydro-2H-pyran-4-yl)pyrimidine-4,5-diamine ClC1=NC=C(C(=N1)NC1CCOCC1)NC